BrC=1C=CC(=C(C1)SC=1N=NN(C1)CC1OCC(CO1)(C)C)C ((5-bromo-2-methylphenyl)thio)-1-((5,5-dimethyl-1,3-dioxan-2-yl)methyl)-1H-1,2,3-triazole